1-(4-(3,4-dichlorophenyl)-5-(isopropylsulfanyl)thiazol-2-yl)-3-methyl-4-(2-(trifluoromethyl)phenyl)-1H-pyrazole-5-carboxylic acid ClC=1C=C(C=CC1Cl)C=1N=C(SC1SC(C)C)N1N=C(C(=C1C(=O)O)C1=C(C=CC=C1)C(F)(F)F)C